ClC1(C(C1)COC=1C=C(C(=O)O)C=C(C1)C(F)(F)F)Cl 3-[(2,2-Dichloro-cyclopropyl)methoxy]-5-(trifluoromethyl)benzoic acid